phenethylpyrrolidin C(CC1=CC=CC=C1)N1CCCC1